C(C)(C)S(=O)(=O)N1C=CC=CC=C1 1-(isopropylsulfonyl)azepine